FC(C(=O)O)(F)F.CC=1N=C2N(N=C(C=C2C)NC(=O)N2CCC=3C2=NC=CC3N3CCNC2(CC2)C3)C1 N-(2,8-dimethylimidazo[1,2-b]pyridazin-6-yl)-4-(4,7-diazaspiro[2.5]octan-7-yl)-2,3-dihydro-1H-pyrrolo[2,3-b]pyridine-1-carboxamide 2,2,2-trifluoroacetate